6-(4-amino-4-methylpiperidin-1-yl)-3-(1-methyl-1H-benzo[d]imidazol-5-yl)-5-(1,3,4-oxadiazol-2-yl)pyrazin-2-amine NC1(CCN(CC1)C1=C(N=C(C(=N1)N)C1=CC2=C(N(C=N2)C)C=C1)C=1OC=NN1)C